FC1=CC=C(C=C1)[C@@H]1N(CCC2=CC=CC=C12)C(C(CC12CCN(CC1)CC2)O)=O 1-((S)-1-(4-fluorophenyl)-3,4-dihydroisoquinolin-2(1H)-yl)-2-hydroxy-3-(quinuclidin-4-yl)propan-1-one